FC=1C=C(C=C(C1)F)[C@@H]1CC[C@H]2OC3(C(N21)=O)CC(C3)OC3=NC=C(C(=C3)I)F (5'S,7a'R)-5'-(3,5-difluorophenyl)-3-((5-fluoro-4-iodopyridin-2-yl)oxy)tetrahydro-3'H-spiro[cyclobutane-1,2'-pyrrolo[2,1-b]oxazol]-3'-one